ClC=1N=C(NC1[C@H]1[C@H](CN(CC1)S(=O)(=O)C=1C=NC(=NC1)C(=O)OC)C)C1=NC=C(C=C1)F Methyl 5-[[(3R,4R)-4-[4-chloro-2-(5-fluoro-2-pyridyl)-1H-imidazol-5-yl]-3-methyl-1-piperidyl]sulfonyl]pyrimidine-2-carboxylate